(S)-5-chloro-1,3-dihydrospiro[inden-2,4'-piperidin]-1-amine dihydrochloride Cl.Cl.ClC=1C=C2CC3(CCNCC3)[C@@H](C2=CC1)N